4,5,6,7-Tetrachloro-1H-Indene-1,3(2H)-dione ClC1=C2C(CC(C2=C(C(=C1Cl)Cl)Cl)=O)=O